O1C(CCCCCCCCC\C=C\CCC1)=O (12E)-oxacyclohexadec-12-en-2-one